BrC=1C=CC=C2N=CC(=NC12)C=1C=NN(C1)C1CCN(CC1)CC=1C=C(C=CC1)NC(OC(C)(C)C)=O tert-butyl (3-((4-(4-(8-bromoquinoxalin-2-yl)-1H-pyrazol-1-yl)piperidin-1-yl)methyl)phenyl)carbamate